O=CCCC(C(=O)OC)C(=O)OC dimethyl 2-(3-oxopropyl)malonate